O1C=CC2=C1C=CC(=C2)S(=O)(=O)N2CC1=C(C2)CN(C1)C([C@H](CC(=O)OC)C)=O Methyl (3S)-4-[5-(1-benzofuran-5-sulfonyl)-1H,2H,3H,4H,5H,6H-pyrrolo[3,4-c]pyrrol-2-yl]-3-methyl-4-oxobutanoate